BrC1=CC2=C(N=C(O2)C2CCN(CC2)C(=O)OC(C)(C)C)C=C1 tert-butyl 4-(6-bromo-1,3-benzoxazol-2-yl)piperidine-1-carboxylat